[I-].CN1C=[N+](C=C1)C 1,3-dimethyl-3-imidazolium iodide